C(C1=CC(C(=O)[O-])=CC=C1)(=O)[O-].[Li+].[Li+] Dilithium isophthalat